N-benzyl-1-(4-fluorophenyl)-2-(hydroxymethyl)-3-methyl-5-oxopyrrolidine-2-carboxamide C(C1=CC=CC=C1)NC(=O)C1(N(C(CC1C)=O)C1=CC=C(C=C1)F)CO